CN(CC[C@@H](C(C(=O)OC(C(Cl)(Cl)Cl)(C)C)=C)C(NC(C)C1=CC=C(C=C1)C(F)(F)F)=O)C trichlorotert-butanol 2-(dimethylamino)ethyl-(S)-2-methylene-4-oxo-4-((1-(4-(trifluoromethyl)phenyl)ethyl)amino)butanoate